3-(1,1-dimethyl-2,3-dihydro-1H-inden-5-yl)acrolein CC1(CCC2=CC(=CC=C12)C=CC=O)C